3,6-bis(ethylamino)-2,7-dimethyl-9-[2-[[2-[(2-methyl-1-oxo-2-propen-1-yl)oxy]ethoxy]carbonyl]phenyl]xanthylium chloride [Cl-].C(C)NC=1C(=CC2=C(C3=CC(=C(C=C3[O+]=C2C1)NCC)C)C1=C(C=CC=C1)C(=O)OCCOC(C(=C)C)=O)C